FC12CC(C1)(C2)NC(=O)N[C@@H](C)C2=CC(=CC=C2)OC 1-(3-fluoro-1-bicyclo[1.1.1]pentanyl)-3-[(1S)-1-(3-methoxyphenyl)ethyl]urea